[Si](C1=CC=CC=C1)(C1=CC=CC=C1)(C(C)(C)C)OCC(C=1C=NC(=CC1)Cl)N1N=NC(=C1)C(=O)OC(C)(C)C tert-butyl 1-(2-((tert-butyldiphenylsilyl) oxy)-1-(6-chloropyridin-3-yl) ethyl)-1H-1,2,3-triazole-4-carboxylate